2-(methoxy(4-methoxy-2-phenylquinazolin-7-yl)methylene)malononitrile COC(=C(C#N)C#N)C1=CC=C2C(=NC(=NC2=C1)C1=CC=CC=C1)OC